Cl.[O-]C1=CC=CC=C1 phenoxide monohydrochloride